FC=C(C)C1=CC=C2C(COCC2=C1)NC 7-(1-fluoroprop-1-en-2-yl)-N-methyl-isochroman-4-amine